F[C@@H]1CN(CC1)C1=NC=CC(=C1C1=NC2=C(CN(CC2)C(C)=O)N1)C1=CC=CC=C1 (s)-1-(2-(2-(3-fluoropyrrolidin-1-yl)-4-phenylpyridin-3-yl)-3,4,6,7-tetrahydro-5H-imidazo[4,5-c]pyridin-5-yl)ethan-1-one